NC1C(CC(CC1)CC(=O)N1CCN(CC1)C1=C(C(=CC=C1)Cl)Cl)F 2-(4-amino-3-fluorocyclohexyl)-1-(4-(2,3-dichlorophenyl)piperazin-1-yl)ethane-1-one